(S)-2-(4-(6-((5-(1,1-difluoroethyl)thiazol-2-yl)methoxy)-5-fluoropyridin-2-yl)-2,5-difluorobenzyl)-1-(4,4-dimethyltetrahydrofuran-3-yl)-1H-benzo[d]imidazole-6-carboxylic acid FC(C)(F)C1=CN=C(S1)COC1=C(C=CC(=N1)C1=CC(=C(CC2=NC3=C(N2[C@@H]2COCC2(C)C)C=C(C=C3)C(=O)O)C=C1F)F)F